dibenzo[b,d]thiophen-4-ylboronic acid C1=CC=C(C=2SC3=C(C21)C=CC=C3)B(O)O